(3-(2-(1H-pyrazol-4-yl)-4-(2-(6-(trifluoromethyl)imidazo[1,2-a]pyridin-3-yl)pyrimidin-4-yl)piperazin-1-yl)cyclobutyl)methanol N1N=CC(=C1)C1N(CCN(C1)C1=NC(=NC=C1)C1=CN=C2N1C=C(C=C2)C(F)(F)F)C2CC(C2)CO